BrC=1C=CC(=NC1)/C(=N/NC1(CC1)C)/Br (Z)-5-Bromo-N-(1-methylcyclopropyl)pyridine-2-carbohydrazonoyl bromide